[117Sn] The molecule is the stable isotope of tin with relative atomic mass 116.902956, 7.68 atom percent natural abundance and nuclear spin (1)/2.